C1=C(C(=O)ON1)C[C@@H](C(=O)[O-])[NH3+] The molecule is an amino acid zwitterion resulting from a transfer of a proton from the carboxy group to the amino group of 3-(5-oxoisoxazolin-4-yl)-L-alanine; major species at pH 7.3. It is a tautomer of a 3-(5-oxoisoxazolin-4-yl)-L-alanine.